NCC=1C=C(C=CC1N1[C@@H](CN(CC1)C(C1=C(C=C(C=C1)Cl)C(F)(F)F)=O)CC)C1=C(C=CC=C1)CO [3'-(aminomethyl)-4'-[(2R)-4-[4-chloro-2-(trifluoromethyl)benzoyl]-2-ethylpiperazin-1-yl]-[1,1'-biphenyl]-2-yl]methanol